3-(5-((2-fluorobenzyl)oxy)-2-methyl-4-oxoquinazolin-3(4H)-yl)piperidine-2,6-dione FC1=C(COC2=C3C(N(C(=NC3=CC=C2)C)C2C(NC(CC2)=O)=O)=O)C=CC=C1